C1(CC1)S(=O)(=O)NC=1SC=C(N1)C(C(=O)NC1=NC=C(C=C1)C1=NC(=CN=C1)C)(C)C 2-(2-(cyclopropanesulfonylamino)thiazol-4-yl)-2-methyl-N-(5-(6-methylpyrazin-2-yl)pyridin-2-yl)propanamide